C1(=C(C(=C(C(=C1[2H])[2H])[2H])[2H])[2H])C1=C(C(=CC=C1)C1=C(C(=C(C(=C1[2H])[2H])[2H])[2H])[2H])NC=1C(=CC=CC1)NC1=CC(=CC=C1)OC1=CC=2N(C3=CC=CC=C3C2C=C1)C1=NC=CC(=C1)C(C)(C)C N1-([1,1':3',1''-terphenyl]-2'-yl-2,2'',3,3'',4,4'',5,5'',6,6''-d10)-N2-(3-((9-(4-(tert-butyl)pyridin-2-yl)-9H-carbazol-2-yl)oxy)phenyl)benzene-1,2-diamine